6-bromo-2-fluoro-3-methylpyridine BrC1=CC=C(C(=N1)F)C